6-benzhydryl-11-hydroxy-5,6-dihydro-10H-imidazo[1,2-d]pyrido[2,1-f][1,2,4]triazin-10-one C(C1=CC=CC=C1)(C1=CC=CC=C1)N1N2C(C=3N(C1)C=CN3)=C(C(C=C2)=O)O